pentabutoxytantalum (V) C(CCC)O[Ta](OCCCC)(OCCCC)(OCCCC)OCCCC